4-(4-(3,4-dichlorophenyl)-2,2-dimethylpiperazine-1-carbonyl)quinolin-2(1H)-one ClC=1C=C(C=CC1Cl)N1CC(N(CC1)C(=O)C1=CC(NC2=CC=CC=C12)=O)(C)C